N-(1-(2-(1,1-difluoroethyl)-6-methylpyrimidin-4-yl)-3-(3-(dimethylamino)-3-methylpyrrolidin-1-yl)-1H-pyrazolo[4,3-c]pyridin-6-yl)propionamide FC(C)(F)C1=NC(=CC(=N1)N1N=C(C=2C=NC(=CC21)NC(CC)=O)N2CC(CC2)(C)N(C)C)C